5-bromo-4-(1-(tert-butylsulfonyl)-5,5-dimethylpyrrolidin-3-yl)-7-chloro-3,4-dihydro-2H-benzo[b][1,4]oxazine BrC1=CC(=CC=2OCCN(C21)C2CN(C(C2)(C)C)S(=O)(=O)C(C)(C)C)Cl